COC1=CC=C(CN2N=C(C(=N2)N(NC(=O)OC(C)(C)C)C)C(F)(F)F)C=C1 tert-butyl 2-(2-(4-methoxybenzyl)-5-(trifluoromethyl)-2H-1,2,3-triazol-4-yl)-2-methylhydrazinecarboxylate